(S)-1-(4-cyano-3-fluorophenyl)-3-(isoquinolin-4-yl)-2-oxoimidazoline-4-carbonitrile C(#N)C1=C(C=C(C=C1)N1C(N([C@@H](C1)C#N)C1=CN=CC2=CC=CC=C12)=O)F